2-(4-Nitrobutyryl)cyclooctanone [N+](=O)([O-])CCCC(=O)C1C(CCCCCC1)=O